rac-ethyl 2-(4,7-dichloro-6-(4-((dimethylamino)methyl)phenyl)-2H-indazol-2-yl)-2-((R)-6-fluoro-6,7-dihydro-5H-pyrrolo[1,2-c]imidazol-1-yl)acetate ClC=1C2=CN(N=C2C(=C(C1)C1=CC=C(C=C1)CN(C)C)Cl)[C@@H](C(=O)OCC)C1=C2N(C=N1)C[C@@H](C2)F |&1:21|